COC=1C=CC(=NC1)OCC=1C=CC2=C(N=C(O2)C=2C=NC=CC2)C1 5-{[(5-Methoxypyridin-2-yl)oxy]methyl}-2-(pyridin-3-yl)-1,3-benzoxazole